C(CCCCCCCCCCC)SC(=S)SC(C(=O)O)(C)C 2-(dodecyl-thiothiocarbonylthio)-2-methyl-propionic acid